4-(4-bromophenyl)-1H-imidazole BrC1=CC=C(C=C1)C=1N=CNC1